CN1C(=CC=2C1=NC=CC2N2C[C@@H](C[C@@H](C2)C)NC(CO)=O)C N-((3R,5S)-1-(1,2-dimethyl-1H-pyrrolo[2,3-b]pyridin-4-yl)-5-methylpiperidin-3-yl)-2-hydroxyacetamide